FC(OC=1C(=NC(=NC1)C(C)C)N)F 5-(difluoromethoxy)-2-isopropylpyrimidin-4-amine